CC(C[C@@H](C(=O)O)NC)C (S)-4-methyl-2-methylamino-pentanoic acid